(E)-4,4,5,5-tetramethyl-2-(3-((tetrahydro-2H-pyran-2-yl)oxy)prop-1-en-1-yl)-1,3,2-dioxaborolan CC1(OB(OC1(C)C)\C=C\COC1OCCCC1)C